Cl.CNC1CN(CC1)C1=NC=C(C=N1)C(=O)N 2-(3-(methylamino)pyrrolidin-1-yl)pyrimidine-5-carboxamide hydrochloride